2-chloro-N-(2-(3-fluoro-2-(4-fluorophenyl)-6-(((1R,5S,6s)-3-(3-methyl-1-(pyrimidin-2-yl)-1H-pyrazole-4-carbonyl)-3-azabicyclo[3.1.0]hexan-6-yl)oxy)pyridin-4-yl)propan-2-yl)acetamide ClCC(=O)NC(C)(C)C1=C(C(=NC(=C1)OC1[C@@H]2CN(C[C@H]12)C(=O)C=1C(=NN(C1)C1=NC=CC=N1)C)C1=CC=C(C=C1)F)F